acrylamide ethyldihydrogenphosphate C(C)OP(=O)(O)O.C(C=C)(=O)N